6-(benzo[b]thiophen-3-yl)-3,4-dihydroisoquinoline S1C2=C(C(=C1)C=1C=C3CCN=CC3=CC1)C=CC=C2